4-bromo-3-chloro-2-((methylthio)methyl)aniline Ethyl-4-{(tert-butoxycarbonyl)[(4-methoxyphenyl)methyl]amino}-2-fluoro-3-hydroxy-2-methylbutanoate C(C)OC(C(C(CN(CC1=CC=C(C=C1)OC)C(=O)OC(C)(C)C)O)(C)F)=O.BrC1=C(C(=C(N)C=C1)CSC)Cl